butanoic acid, 1-naphthalenyl ester C(CCC)(=O)OC1=CC=CC2=CC=CC=C12